BrC=1C(=CC2=C(N(C[C@H](N(S2(=O)=O)C)CCC(C)(F)F)C23CCC(CC2)(CC3)F)C1)OC (R)-7-bromo-3-(3,3-difluorobutyl)-5-(4-fluorobicyclo[2.2.2]octan-1-yl)-8-methoxy-2-methyl-2,3,4,5-tetrahydrobenzo[f][1,2,5]thiadiazepine 1,1-dioxide